C(C1=CC=CC=C1)OC1=NC(=CC=C1C1=NN(C2=C(C=CC=C12)N1CCN(CC1)C(=O)[C@H]1[C@@H](CN(CC1)C(=O)OC(C)(C)C)C)C)OCC1=CC=CC=C1 tert-butyl (3S,4R)-4-(4-(3-(2,6-bis(benzyloxy)pyridin-3-yl)-1-methyl-1H-indazol-7-yl)piperazine-1-carbonyl)-3-methylpiperidine-1-carboxylate